NC[C@@H](CC)NC(C1=C(C=C(C(=C1)F)N1N=C(N(C1=O)C)C(C)C)O[C@@H](C)CC(C)C)=O N-[(2R)-1-aminobutan-2-yl]-5-fluoro-4-[4-methyl-5-oxo-3-(propan-2-yl)-4,5-dihydro-1H-1,2,4-triazol-1-yl]-2-{[(2S)-4-methylpent-2-yl]oxy}benzamide